5-nitroquinolin [N+](=O)([O-])C1=C2C=CC=NC2=CC=C1